C(#N)C=1C=NC(=NC1)N[C@H]1CN(C[C@@H](C1)F)C1=NC2=C(N1C)C=CC(=C2)NC(C=C)=O N-(2-((3R,5R)-3-((5-Cyanopyrimidin-2-yl)amino)-5-fluoropiperidin-1-yl)-1-methyl-1H-benzo[d]imidazol-5-yl)acrylamide